Ethyl Trimethylacetate CC(C(=O)OCC)(C)C